C1(CC1)N1CCN(CC1)C1CCN(CC1)C1=C(C=C(C(=C1)OC)NC1=NC=NC(=C1)N1OCC[C@H]1CC1=NC=CC=C1)NC(C=C)=O N-(2-(4-(4-cyclopropyl-piperazine-1-yl)piperidine-1-yl)-4-methoxy-5-((6-((R)-3-(pyridine-2-ylmethyl)isoxazolidine-2-yl)pyrimidine-4-yl)amino)-phenyl)acrylamide